2-[3-(4,4-difluoropiperidin-1-yl)propyl-(9H-fluoren-9-ylmethoxycarbonyl)amino]acetic acid FC1(CCN(CC1)CCCN(CC(=O)O)C(=O)OCC1C2=CC=CC=C2C=2C=CC=CC12)F